FC=1C(=NC(=NC1)NC1CCN(CC1)S(=O)(=O)C)C1=C(N=C(S1)[C@@H]1[C@H](CCC1)O)C(F)(F)F (1S,2S)-2-[5-[5-fluoro-2-[(1-methylsulfonyl-4-piperidyl)amino]pyrimidin-4-yl]-4-(trifluoromethyl)thiazol-2-yl]cyclopentanol